C(=O)C1COC2(CN(C2)C(=O)OC(C)(C)C)CC1 tert-butyl 7-formyl-5-oxa-2-azaspiro[3.5]nonane-2-carboxylate